CC(C(=O)OC)(CC1=CC=CC=C1)C methyl 2,2-dimethyl-3-phenylpropanoate